3-(((R)-7-((2S,4R)-2-(3,4-difluorophenyl)-4-(methylamino)piperidine-1-carbonyl)-7-azaspiro[4.5]dec-10-yl)methyl)-6-(o-tolyl)pyrimidin-4(3H)-one FC=1C=C(C=CC1F)[C@H]1N(CC[C@H](C1)NC)C(=O)N1CC2(CCCC2)[C@@H](CC1)CN1C=NC(=CC1=O)C1=C(C=CC=C1)C